C(C)(C)(C)[Si](OC([C@@H](C(=O)O)NC(=O)OCC1C2=CC=CC=C2C=2C=CC=CC12)(C)C)(C)C (2S)-3-[tert-butyl-(dimethyl)silyl]oxy-2-(9H-fluoren-9-ylmethoxycarbonylamino)-3-methyl-butyric acid